L-3-O-ethyl-ascorbic acid C(C)OC1=C(C(=O)O[C@@H]1[C@@H](O)CO)O